FC1=C(CNC=2C3=C(N=C(N2)NC(C)C)N=CC=C3)C(=CC=C1)C(F)(F)F N4-(2-fluoro-6-(trifluoromethyl)benzyl)-N2-isopropylpyrido[2,3-d]pyrimidine-2,4-diamine